N-(benzo[b]thiophen-5-ylmethyl)-1-(2-(4-(trifluoromethyl)phenyl)-2H-pyrazolo[3,4-d]pyrimidin-4-yl)piperidine-3-carboxamide S1C2=C(C=C1)C=C(C=C2)CNC(=O)C2CN(CCC2)C=2C=1C(N=CN2)=NN(C1)C1=CC=C(C=C1)C(F)(F)F